C(C)N(S(=O)(=O)NC=1C(=C(C(=O)C2=CN(C3=NC=C(C=C32)C=3C=NC(=NC3)N3CCC(CC3)OCC3CCN(CC3)C3=C(C=C(C=C3)[N+](=O)[O-])F)C(C3=CC=CC=C3)(C3=CC=CC=C3)C3=CC=CC=C3)C(=CC1)F)F)C 3-[3-[[ethyl(methyl)sulfamoyl]amino]-2,6-difluoro-benzoyl]-5-[2-[4-[[1-(2-fluoro-4-nitro-phenyl)-4-piperidyl]methoxy]-1-piperidyl]pyrimidin-5-yl]-1-trityl-pyrrolo[2,3-b]pyridine